4-(benzyloxy)-8-(3-chlorophenyl)isoquinoline-3-carboxylic acid C(C1=CC=CC=C1)OC1=C(N=CC2=C(C=CC=C12)C1=CC(=CC=C1)Cl)C(=O)O